FC(C1(OCC(O1)C(=O)O)C(F)(F)F)(F)F 2,2-bis(trifluoromethyl)-1,3-dioxolane-4-carboxylic acid